(2S,4R)-1-(2-(3-acetyl-5-(1-cyclopropyl-1H-pyrazol-4-yl)-1H-indazol-1-yl)acetyl)-N-(6-bromopyridin-2-yl)-4-fluoropyrrolidine-2-carboxamide C(C)(=O)C1=NN(C2=CC=C(C=C12)C=1C=NN(C1)C1CC1)CC(=O)N1[C@@H](C[C@H](C1)F)C(=O)NC1=NC(=CC=C1)Br